4-((4-Methoxybenzyl)oxy)-6-((5-(4-(trifluoromethyl)phenyl)oxazol-2-yl)amino)pyridazine-3-carbonitrile COC1=CC=C(COC2=C(N=NC(=C2)NC=2OC(=CN2)C2=CC=C(C=C2)C(F)(F)F)C#N)C=C1